NC(CC(C)=O)(COC=1C=CC(=NC1C(F)F)C1=CC(=NC=C1)C(F)F)C 4-amino-5-((2',6-bis(difluoromethyl)-[2,4'-bipyridyl]-5-yl)oxy)-4-methylpentan-2-one